COC(=O)N1[C@@H](CN(CC1)CC=1C=NN(C1)C1=NC=C(C(=C1)C)C#N)C=1C(=C2COC(C2=CC1)=O)C (R)-4-((1-(5-cyano-4-methylpyridin-2-yl)-1H-pyrazol-4-yl)methyl)-2-(4-methyl-1-oxo-1,3-dihydroisobenzofuran-5-yl)piperazine-1-carboxylic acid methyl ester